Tert-butyl 4-(4-(1-(2,6-dioxopiperidin-3-yl)-3-methyl-2-oxo-2,3-dihydro-1H-benzo[d]imidazol-5-yl)phenyl)piperazine-1-carboxylate O=C1NC(CCC1N1C(N(C2=C1C=CC(=C2)C2=CC=C(C=C2)N2CCN(CC2)C(=O)OC(C)(C)C)C)=O)=O